2-({[(2R,3S,11bR)-9,10-dimethoxy-3-(2-methylpropyl)-1H,2H,3H,4H,6H,7H,11bH-pyrido[2,1-a]isoquinolin-2-yl]methoxy}carbonyl)cyclopropane-1-carboxylic acid COC=1C=C2CCN3[C@@H](C2=CC1OC)C[C@H]([C@@H](C3)CC(C)C)COC(=O)C3C(C3)C(=O)O